O1COC2=C1C=CC(=C2)[C@H](C)NC(CN(C)CC=2SC(=CC2)Br)=O (S)-N-(1-(benzo[d][1,3]dioxol-5-yl)ethyl)-2-(((5-bromothiophen-2-yl)methyl)(methyl)amino)acetamide